di(3,3-dimethylcyclopentyl)dimethoxysilane CC1(CC(CC1)[Si](OC)(OC)C1CC(CC1)(C)C)C